S(=O)(O)O.OC hydroxymethane sulphite